C(CCCCCCCCCCCCC)(=O)[O-].C(CCCCCCCCCCCCC)(=O)[O-].C(CCCCCCCCCCCCC)(=O)[O-].C(CCC)[Sn+3] monobutyl-tin trimyristate